5-(cyclopropylmethyl)-4-(6-cyclopropylpyridin-3-yl)-2-(2-methyl-2H-indazol-5-yl)-3-oxo-2H,3H,5H-pyrrolo[3,2-c]pyridazine-7-sulfonic acid C1(CC1)CN1C=C(C2=NN(C(C(=C21)C=2C=NC(=CC2)C2CC2)=O)C2=CC1=CN(N=C1C=C2)C)S(=O)(=O)O